4-stearyloxy-2,2,6,6-tetra-methylpiperidine C(CCCCCCCCCCCCCCCCC)OC1CC(NC(C1)(C)C)(C)C